C(C=C)OC(=O)N1C([C@H]2N(C(C3=C1C=C(C(=C3)OC)O)=O)CCCC2)OC2OCCCC2 (6AS)-3-hydroxy-2-methoxy-12-oxo-6-((tetrahydro-2H-pyran-2-yl)oxy)-6,6a,7,8,9,10-hexahydrobenzo[e]pyrido[1,2-a][1,4]diazepin-5(12H)-carboxylic acid allyl ester